N-(5-(2-(3,3-dimethylazetidin-1-yl)acetamido)-2-methylpyridin-3-yl)-2-(4-methylpyrimidin-5-yl)pyrazolo[5,1-b]thiazole-7-carboxamide CC1(CN(C1)CC(=O)NC=1C=C(C(=NC1)C)NC(=O)C=1C=NN2C1SC(=C2)C=2C(=NC=NC2)C)C